4-(2-amino-3-(3-cyanopyridin-4-yloxy)-3-fluorophenyl)-2-(4-fluorophenyl)-3-oxo-2,3-dihydropyridazine-4-carboxamide NC1C(=CC=CC1(F)OC1=C(C=NC=C1)C#N)C1(C(N(NC=C1)C1=CC=C(C=C1)F)=O)C(=O)N